Cerotyl oleate C(CCCCCCC\C=C/CCCCCCCC)(=O)OCCCCCCCCCCCCCCCCCCCCCCCCCC